(1S,4E,5S)-4-[2-(dimethylamino)ethylidene]-2-{4-[(3-methyl-4-{[1,2,4]triazolo[1,5-a]pyridin-7-yloxy}phenyl)amino]pyrido[3,2-d]pyrimidin-6-yl}-2-azabicyclo[3.1.0]hexan-3-one CN(C\C=C/1\C(N([C@H]2C[C@@H]12)C=1C=CC=2N=CN=C(C2N1)NC1=CC(=C(C=C1)OC1=CC=2N(C=C1)N=CN2)C)=O)C